propan-2-ylbismuthanone CC(C)[Bi]=O